FC(N1N=CC(=C1)C1=NC=CC(=C1)N1CCC2(C(N3[C@H](O2)CC[C@H]3C3=C(C=CC=C3)F)=O)CC1)F (5'S,7a'R)-1-{2-[1-(difluoromethyl)-1H-pyrazol-4-yl]pyridin-4-yl}-5'-(2-fluorophenyl)tetrahydro-3'H-spiro[piperidine-4,2'-pyrrolo[2,1-b][1,3]oxazol]-3'-one